NC(C(=O)O)C1=CC=C(C=C1)Cl 2-amino-2-(4-chlorophenyl)acetic acid